NC=1C2=C(N=CN1)N(C(=C2C2=CC(=C(C=C2)Cl)O)C#CC2CN(C2)C2CCN(CC2)C(C=C)=O)C 1-(4-(3-((4-amino-5-(4-chloro-3-hydroxyphenyl)-7-methyl-7H-pyrrolo[2,3-d]pyrimidin-6-yl)ethynyl)azetidin-1-yl)piperidin-1-yl)prop-2-en-1-one